4-Phenyl-2-(4-(4-phenylpiperidin-1-yl)butyl)pyridazin-3(2H)-on C1(=CC=CC=C1)C=1C(N(N=CC1)CCCCN1CCC(CC1)C1=CC=CC=C1)=O